Methyl (S)-2-(4-(6-((6-cyano-4-fluoropyridin-3-yl)methoxy)pyridin-2-yl)-2,5-difluorobenzyl)-1-(oxetan-2-ylmethyl)-1H-benzo[d]imidazole-6-carboxylate C(#N)C1=CC(=C(C=N1)COC1=CC=CC(=N1)C1=CC(=C(CC2=NC3=C(N2C[C@H]2OCC2)C=C(C=C3)C(=O)OC)C=C1F)F)F